(S)-2-(2-(1,1-difluoropropyl)-4-vinylphenoxy)propanoic acid FC(CC)(F)C1=C(O[C@H](C(=O)O)C)C=CC(=C1)C=C